FC=1C=CC(=NC1C)C(=O)NC1=CC2=CN(N=C2C=C1OC)C1CCC(CC1)CO 5-Fluoro-N-[2-[4-(hydroxymethyl)cyclohexyl]-6-methoxy-indazol-5-yl]-6-methyl-pyridine-2-carboxamide